bisdimethylaminomethylsilane CN(C)C(N(C)C)[SiH3]